7-oxo-benzotriazol O=C1C=CC=C2C1=NN=N2